ClC=1C(=C(C=C2C=C(N=CC12)N)C=1C=NC=C(C1C)OCOC)F 8-chloro-7-fluoro-6-[5-(methoxymethoxy)-4-methyl-3-pyridinyl]isoquinolin-3-amine